N-(5-bromo-2-fluorophenyl)-4-methylbenzenesulfonamide BrC=1C=CC(=C(C1)NS(=O)(=O)C1=CC=C(C=C1)C)F